BrC1=C(C=CC=C1)C(CCC=C)=O (2-bromophenyl)pent-4-en-1-one